F[C@H]1C[C@H](N2N=C(N=C21)[C@H]2[C@@H](C2)C(=O)OCC)C2=CC=CC=C2 |r| ethyl rac-(1R,2R)-2-[rac-(5S,7S)-7-fluoro-5-phenyl-6,7-dihydro-5H-pyrrolo[1,2-b][1,2,4]triazol-2-yl]cyclopropanecarboxylate